NC=1CC(=CC2=C(N1)C=C(S2)Br)C(=O)N(CCC)CC2=CC=C(CNC(OC(C)(C)C)=O)C=C2 Tert-butyl (4-((5-amino-2-bromo-N-propyl-6H-thieno[3,2-b]azepine-7-carboxamido)methyl)benzyl)carbamate